[K].COCOC=1C=NC=CC1CO (3-(methoxymethoxy)pyridin-4-yl)methanol potassium